CC(CCO)CC=C(CCCCCC)C 3,6-dimethyldodec-5-en-1-ol